C(C1=CC=CC=C1)(=O)N1CCC2(C(N(C(N2C)=O)CC2=CC(=CC=C2)Cl)=O)CC1 8-benzoyl-3-(3-chlorobenzyl)-1-methyl-1,3,8-triazaspiro[4.5]decane-2,4-dione